CC=1C=CC=2N(C1)C=C(N2)CNC(=O)C=2N=C1N(C(C2)=O)CCCC1 N-({6-methylimidazo[1,2-a]pyridin-2-yl}methyl)-4-oxo-4H,6H,7H,8H,9H-pyrido[1,2-a]pyrimidine-2-carboxamide